(3R,4R)-1-cyclohexyl-4-{[5-(2,4-difluoro-phenyl)-isoxazole-3-carbonyl]-amino}-piperidine-3-carboxylic acid (pyrimidin-2-ylmethyl)-amide N1=C(N=CC=C1)CNC(=O)[C@@H]1CN(CC[C@H]1NC(=O)C1=NOC(=C1)C1=C(C=C(C=C1)F)F)C1CCCCC1